C(C)(C)(C)OC(=O)N1[C@@H](CC(C1)=O)C(=O)O N-tert-butoxycarbonyl-4-oxo-L-proline